FC=1C=C(C=CC1C1=NC=2C=CN(C(C2C(=C1)NC1=NC=C(C=C1)C1CN(CCC1)C)=O)CC1=CC=C(C=C1)OC)NC(=O)C1CCCCC1 N-(3-fluoro-4-(6-(4-methoxybenzyl)-4-((5-(1-methylpiperidin-3-yl)pyridin-2-yl)amino)-5-oxo-5,6-dihydro-1,6-naphthyridin-2-yl)phenyl)cyclohexanecarboxamide